3-hydroxy-4-(2-hydroxyethyl)-3-methyl-5-oxopyrrolidine-2-carboxylate OC1(C(NC(C1CCO)=O)C(=O)[O-])C